NC1=C2NC(N(C2=NC(=N1)OCCCC)CC1=CC=C(C=C1)CNCCCCCCN)=O 6-amino-9-(4-((6-aminohexylamino)methyl)benzyl)-2-butoxy-7H-purin-8(9H)-one